N-[(5R)-8-bromo-2,3,4,5-tetrahydro-1H-2-benzazepin-5-yl]-5-tert-butyl-1,2,4-oxadiazole-3-carboxamide hydrochloride Cl.BrC1=CC2=C([C@@H](CCNC2)NC(=O)C2=NOC(=N2)C(C)(C)C)C=C1